ClC1=C(C=C(OCC(=O)N[C@@H]2CN([C@H](CC2)C=2OC(=NN2)C2=CC=C(C=C2)Cl)C)C=C1)F 2-(4-chloro-3-fluorophenoxy)-N-[(3s,6r)-6-[5-(4-chlorophenyl)-1,3,4-oxadiazol-2-yl]-1-methylpiperidin-3-yl]acetamide